N-ethyl-1,1,1,3,3,3-hexamethyldisilazane C(C)N([Si](C)(C)C)[Si](C)(C)C